(2-methylbut-3-yn-2-yl)-1-(trifluoromethyl)cyclopropane-1-carboxamide CC(C)(C#C)C1C(C1)(C(=O)N)C(F)(F)F